2-[2'-hydroxy-4'-(2''-propylhexyl)oxyphenyl]benzotriazole OC1=C(C=CC(=C1)OCC(CCCC)CCC)N1N=C2C(=N1)C=CC=C2